C(#N)C1=CC=C(C=C1)C1=CC(=CC=C1)CC(=O)O 2-(4'-cyano-[1,1'-biphenyl]-3-yl)acetic acid